N(C(=O)C)C1=C(C=CC=C1)S(=O)(=O)N=[N+]=[N-] acetaminophenyl-sulfonyl azide